ClC1=NC=CC(=N1)C1=CN=C2N1C=C(C=C2)N2CC(C2)F 2-chloro-4-[6-(3-fluoroazetidin-1-yl)imidazo[1,2-a]pyridin-3-yl]pyrimidine